C(C)(C)(C)N[SiH2]NC(C)(C)C Bis(tert-butylamino)silan